CN(C)CC1=CC=CC(=N1)N1C=2N=C(N=CC2[C@]2(COC(C[C@@H]12)(C)C)C)NC1=CC(N(C=C1)C1CCOCC1)=O 4-[[(1R,9R)-8-[6-[(dimethylamino)methyl]-2-pyridyl]-1,11,11-trimethyl-12-oxa-4,6,8-triazatricyclo[7.4.0.02,7]trideca-2(7),3,5-trien-5-yl]amino]-1-tetrahydropyran-4-yl-pyridin-2-one